1-methyl-3-(2-methyl-4-(4,4,5,5-tetramethyl-1,3,2-dioxaborolan-2-yl)benzyl)urea CNC(=O)NCC1=C(C=C(C=C1)B1OC(C(O1)(C)C)(C)C)C